C(C)[Si](N[Si](CC)(C)C)(C)C 1,3-diethyltetramethyldisilazane